3-(4-((4-aminobutyl)(5-hydroxypentyl)amino)-1-oxoisoindolin-2-yl)piperidine-2,6-dione NCCCCN(C1=C2CN(C(C2=CC=C1)=O)C1C(NC(CC1)=O)=O)CCCCCO